dicyclohexyl-(2',4',6'-triisopropylbiphenyl-2-yl)-phosphane C1(CCCCC1)P(C1=C(C=CC=C1)C1=C(C=C(C=C1C(C)C)C(C)C)C(C)C)C1CCCCC1